ClC=1C=CC=C2C(NC(=NC12)C1CCN(CC1)CC1CCN(CC1)C(=O)OC(C)(C)C)=O Tert-butyl 4-((4-(8-chloro-4-oxo-3,4-dihydroquinazolin-2-yl)piperidin-1-yl)methyl)piperidine-1-carboxylate